trishydroxymethyl-phosphine OCP(CO)CO